C(CCC)N1C=[N+](C=C1)C.[Cl-].[K] potassium chloride, 1-butyl-3-methylimidazolium salt